CC=1C(=C2C=CNC2=C(C1)C)CC1C(CNCC1)C1=CC=C(C(=O)O)C=C1 4-(4-((5,7-dimethyl-1H-indol-4-yl)methyl)piperidin-3-yl)benzoic acid